hexyl furancarboxylate O1C(=CC=C1)C(=O)OCCCCCC